2-(2-(2-oxoimidazolin-1-yl)ethoxy)-1-naphthaldehyde oxime O=C1N(CCN1)CCOC1=C(C2=CC=CC=C2C=C1)C=NO